COC=1C=C2C(=CC(=NC2=CC1OC)C1=CC=C(C=C1)OC)C(CCN)N (6,7-dimethoxy-2-(4-methoxyphenyl)quinolin-4-yl)propane-1,3-diamine